5-fluoroisatoic anhydride FC1=CC=C2C(C(=O)OC(N2)=O)=C1